C[C@H]1[C@H](N(C[C@@H](O1)\C=C\C1=CC=CC=C1)S(=O)(=O)C1=CC=C(C=C1)C)C |o1:1,2,5| rel-(2S,3R,6S)-2,3-dimethyl-4-(4-methylbenzenesulfonyl)-6-[(1E)-2-phenylethenyl]morpholine